Thienocarbazole C1=CSC=2C=CC=3C=4C=CC=CC4NC3C21